NCCNCCC[Si](OC)(OC)OC aminoethylaminopropyltrimethoxysilane